CN(C=1C=C(CN(C2=NC=C(C=C2)COCCN2CCOCC2)CC2=CC(=CC=C2)OC)C=CC1)C N-(3-(dimethylamino)benzyl)-N-(3-methoxybenzyl)-5-((2-morpholinoethoxy)methyl)pyridin-2-amine